5-bromo-N-((2-bromophenyl)carbamoyl)-4-cyclopropyl-2-fluorobenzamide BrC=1C(=CC(=C(C(=O)NC(NC2=C(C=CC=C2)Br)=O)C1)F)C1CC1